C(C)(C)(C)OC(=O)N1[C@@H](C[C@H](C1)F)C(NC[C@@H]1CN(CC1)C)=O (2S,4R)-4-fluoro-2-((((R)-1-methylpyrrolidin-3-yl)methyl)carbamoyl)pyrrolidine-1-carboxylic acid tert-butyl ester